BrC=1C(=CC=2C3=C(C(=NC2C1F)SC)C=NN3[C@@H]3C[C@H](N(CC3)C(=O)OC(C)(C)C)CCO)Cl tert-butyl (2S,4S)-4-(7-bromo-8-chloro-6-fluoro-4-(methylthio)-1H-pyrazolo[4,3-c]quinolin-1-yl)-2-(2-hydroxyethyl)piperidine-1-carboxylate